2-(4-(2,6-difluoro-4-(2-hydroxyethoxy)phenyl)piperazin-1-yl)-3,5,7,8-tetrahydro-4H-thiopyrano[4,3-d]pyrimidin-4-one FC1=C(C(=CC(=C1)OCCO)F)N1CCN(CC1)C=1NC(C2=C(N1)CCSC2)=O